4-[3-hydroxy-2-(5H-imidazo[1,5-b]isoindol-5-yl)-7-azaspiro[3.5]nonane-7-carbonyl]-1-methyl-piperidin-2-one OC1C(CC12CCN(CC2)C(=O)C2CC(N(CC2)C)=O)C2N1C(C=3C=CC=CC23)=CN=C1